7-Bromo-5-((2-(trimethylsilyl)ethoxy)methyl)-5H-pyrrolo[3,2-d]pyrimidin-4-amine BrC1=CN(C2=C1N=CN=C2N)COCC[Si](C)(C)C